3-(2,3-dihydropyrazolo[5,1-b]oxazol-7-yl)-N-methyl-4-(3-(trifluoromethyl)phenoxy)benzenesulfonamide O1C=2N(CC1)N=CC2C=2C=C(C=CC2OC2=CC(=CC=C2)C(F)(F)F)S(=O)(=O)NC